C(C1=CC=CC=C1)OC1=C(C=C2C(=NC=NC2=C1)OC1=CC=C(C=C1)NC(CN1N=NC(=C1)C(C)C)=O)OC N-(4-((7-(benzyloxy)-6-methoxyquinazolin-4-yl)oxy)phenyl)-2-(4-isopropyl-1H-1,2,3-triazol-1-yl)acetamide